NC1=C(C=CC(=C1)F)C1=C(C=C(C(=C1)Cl)C(=O)NC=1C=NC(=C(C1)C(F)(F)F)CO)F 2'-amino-5-chloro-2,4'-difluoro-N-(6-(hydroxymethyl)-5-(trifluoromethyl)pyridin-3-yl)-[1,1'-biphenyl]-4-carboxamide